methyl 2-[4-(1-ethoxyvinyl)-1-oxo-[1,2,4]triazino[4,5-a]indol-2-yl]acetate C(C)OC(=C)C1=NN(C(C=2N1C=1C=CC=CC1C2)=O)CC(=O)OC